BrC1=CC(=CC=2C=3N(C(=NC12)Cl)C=C(N3)C(F)(F)F)C 7-bromo-5-chloro-9-methyl-2-(trifluoromethyl)imidazo[1,2-c]quinazoline